ClC1=CC(=CC(=N1)C1=CC(=NC=C1)C(NC)=O)C1CN(C(CO1)CO)C(=O)OCCCC butyl 2-(6-chloro-2'-(methylcarbamoyl)-[2,4'-bipyridin]-4-yl)-5-(hydroxymethyl)morpholine-4-carboxylate